O=C1NC(CCC1N1C(C2=CC=C(C=C2C1=O)OCC=1N=NN(C1)CCOCCOCCNC(OC(C)(C)C)=O)=O)=O tert-butyl N-[2-[2-[2-[4-[[2-(2,6-dioxo-3-piperidyl)-1,3-dioxo-isoindolin-5-yl] oxymethyl]triazol-1-yl]ethoxy]ethoxy]ethyl]carbamate